Lithium 2,2'-methylene-bis(4,6-di-tert-butylphenyl) phosphate P1(=O)(OC2=C(C=C(C=C2C(C)(C)C)C(C)(C)C)CC2=C(C(=CC(=C2)C(C)(C)C)C(C)(C)C)O1)[O-].[Li+]